C1(CC1)CC=1OC(=CN1)C=1C=CC(=NC1C1=CC=2N(C=C1)C=CN2)C#N 5-(2-(cyclopropylmethyl)oxazol-5-yl)-6-(imidazo[1,2-a]pyridin-7-yl)picolinonitrile